methyl 2-fluoro-3-(furan-3-amido)-4-iodobenzoate FC1=C(C(=O)OC)C=CC(=C1NC(=O)C1=COC=C1)I